ClC=1C=C(SC1)[C@H](CC1=NOC(=N1)CN1C(N(C=CC1=O)C)=O)O (S)-3-((3-(2-(4-chlorothiophen-2-yl)-2-hydroxyethyl)-1,2,4-oxadiazol-5-yl)methyl)-1-methylpyrimidine-2,4(1H,3H)-dione